(R)-3-hydroxy-4-(4-((tetrahydro-2H-pyran-3-yl)amino)phthalazin-1-yl)benzonitrile OC=1C=C(C#N)C=CC1C1=NN=C(C2=CC=CC=C12)N[C@H]1COCCC1